CC1=CC(=NC=C1C=1C=NC2=C3C(=NC=C2C1)NC=C3)[C@@H](CC)O (R)-1-(4-methyl-5-(7H-pyrrolo[2,3-h][1,6]naphthyridin-3-yl)pyridin-2-yl)propan-1-ol